NC=1C(=CC(=CC1)C)C 2,4-Xylidin